5-((6-((2S,6R)-2,6-Dimethylmorpholino)imidazo[1,2-b]pyridazin-3-yl)ethynyl)-N-(4-((4-methylpiperazin-1-yl)methyl)-3-(trifluoromethyl)phenyl)nicotinamide C[C@@H]1O[C@@H](CN(C1)C=1C=CC=2N(N1)C(=CN2)C#CC=2C=NC=C(C(=O)NC1=CC(=C(C=C1)CN1CCN(CC1)C)C(F)(F)F)C2)C